4-(Dimethylamino)-N-[1-methyl-3-(trifluoromethyl)-1H-pyrazol-5-yl]quinoline-7-carboxamide CN(C1=CC=NC2=CC(=CC=C12)C(=O)NC1=CC(=NN1C)C(F)(F)F)C